(1-hydroxyethan-1,1-diyl)bis(phosphonic acid) OC(C)(P(O)(O)=O)P(O)(O)=O